cobalt 2,2-dimethylpentanoate CC(C(=O)[O-])(CCC)C.[Co+2].CC(C(=O)[O-])(CCC)C